9-(4-(4-(2,4-dioxotetrahydropyrimidin-1(2H)-yl)phenyl)piperazin-1-yl)-3-azaspiro[5.5]undecane O=C1N(CCC(N1)=O)C1=CC=C(C=C1)N1CCN(CC1)C1CCC2(CCNCC2)CC1